(S)-tert-butyl 3-(((3S,4S,5R)-3,4,5-tris(benzyloxy)piperidin-1-yl)methyl)pyrrolidine-1-carboxylate C(C1=CC=CC=C1)O[C@H]1CN(C[C@H](C1OCC1=CC=CC=C1)OCC1=CC=CC=C1)C[C@H]1CN(CC1)C(=O)OC(C)(C)C